tris[4-(4-acetylphenylsulfanyl)phenyl]sulfonium butanesulfonate C(CCC)S(=O)(=O)[O-].C(C)(=O)C1=CC=C(C=C1)SC1=CC=C(C=C1)[S+](C1=CC=C(C=C1)SC1=CC=C(C=C1)C(C)=O)C1=CC=C(C=C1)SC1=CC=C(C=C1)C(C)=O